4-(2-chloro-6-fluorobenzyl)-N-(furan-2-ylmethyl)-3-oxo-3,4-dihydro-2H-benzo[b][1,4]thiazine-6-carboxamide ClC1=C(CN2C3=C(SCC2=O)C=CC(=C3)C(=O)NCC=3OC=CC3)C(=CC=C1)F